(5-Bromo-2-fluoro-3-(trifluoromethyl)phenyl)boronic acid BrC=1C=C(C(=C(C1)B(O)O)F)C(F)(F)F